2-(azepan-1-yl)-N-(3-cyclopentylsulfonylphenyl)-5-(trifluoro-methyl)-pyridine-3-carboxamide N1(CCCCCC1)C1=NC=C(C=C1C(=O)NC1=CC(=CC=C1)S(=O)(=O)C1CCCC1)C(F)(F)F